BrC=1C(=C2C=3C(=NC(=NC3C1F)OC[C@]13CCCN3C[C@@H](C1)F)N([C@H](CO2)C=C)C2CCC2)Cl (S)-9-bromo-8-chloro-4-cyclobutyl-10-fluoro-2-(((2R,7aS)-2-fluorotetrahydro-1H-pyrrolizin-7a(5H)-yl)methoxy)-5-vinyl-5,6-dihydro-4H-[1,4]oxazepino[5,6,7-de]quinazoline